C1(CC1)[C@@H](C)NC(=O)C1=NNC(=C1)C=1C=C(C=CC1)C=1OC(=CN1)C(=O)N[C@@H](C(C)C)C(=O)OC methyl (2-(3-(3-(((R)-1-cyclopropylethyl)carbamoyl)-1H-pyrazol-5-yl)phenyl)oxazole-5-carbonyl)-L-valinate